(6-methoxypyridin-3-yl)-8-oxononanamide COC1=CC=C(C=N1)C(C(=O)N)CCCCCC(C)=O